Benzyl (7-amino-5-((2S,4S)-1-((R)-3-cyclohexyl-2-(3-methoxybenzamido)propanoyl)-4-(5-(2-hydroxypropan-2-yl)-1H-1,2,3-triazol-1-yl)pyrrolidin-2-carboxamido)-6,7-dioxoheptyl)carbamat NC(C(C(CCCCNC(OCC1=CC=CC=C1)=O)NC(=O)[C@H]1N(C[C@H](C1)N1N=NC=C1C(C)(C)O)C([C@@H](CC1CCCCC1)NC(C1=CC(=CC=C1)OC)=O)=O)=O)=O